2-(3,4-dichlorophenyl)-1-ethyl-6-[[3-(4-fluorophenyl)pyrazol-1-yl]methyl]-4-oxo-pyridine-3-carboxylic acid ClC=1C=C(C=CC1Cl)C=1N(C(=CC(C1C(=O)O)=O)CN1N=C(C=C1)C1=CC=C(C=C1)F)CC